4-((1-(3-amino-5-(difluoromethyl)phenyl)ethyl)amino)-2,6-dimethyl-6H-[1,4]oxazino[3,2-g]quinazolin-7(8H)-one NC=1C=C(C=C(C1)C(F)F)C(C)NC1=NC(=NC2=CC3=C(C=C12)N(C(CO3)=O)C)C